10-(4-(1,3-dioxolane-2-yl)phenyl)-10H-phenoxazine O1C(OCC1)C1=CC=C(C=C1)N1C2=CC=CC=C2OC=2C=CC=CC12